OC1=C(C(=CC(=C1S(=O)(=O)NC(CC1=CC=CC=C1)=O)CCCCC)O)C1=C(C=CC(=C1)C)C(=C)C N-((2,6-dihydroxy-5'-methyl-4-pentyl-2'-(prop-1-en-2-yl)-[1,1'-biphenyl]-3-yl)sulfonyl)-2-phenylacetamide